3-(difluoromethoxy)-4-(2-fluoro-5-methyl-4-methanesulfonyl-phenyl)-5-methanesulfonyl-1-trityl-indazole FC(OC1=NN(C2=CC=C(C(=C12)C1=C(C=C(C(=C1)C)S(=O)(=O)C)F)S(=O)(=O)C)C(C1=CC=CC=C1)(C1=CC=CC=C1)C1=CC=CC=C1)F